BrC=1C=C(C=NC1)C(=O)NC1=C(C=CC(=C1)C(N[C@@H]1[C@H](CCCC1)O)=O)C 5-bromo-N-(5-{[(1S,2S)-2-hydroxycyclohexyl]carbamoyl}-2-methylphenyl)pyridine-3-carboxamide